mercaptotungsten trioxide S[W](=O)(=O)=O